CC=1C(=CC=NC1)C1=NC=2C=CC3=C(C2C=C1)C1=C(S3)C(NC(CN1)C)=O 5-methyl-4-(10-methyl-8-oxo-9,10,11,12-tetrahydro-8H-[1,4]diazepino[5',6':4,5]thieno[3,2-f]quinolin-3-yl)pyridin